1-(3-(8-chloro-6-fluoro-7-(3-hydroxynaphthalen-1-yl)-4-(((S)-1-methyl-pyrrolidin-2-yl)methoxy)-1H-imidazo[4,5-c]quinolin-1-yl)azetidin-1-yl)prop-2-en-1-one ClC1=CC=2C3=C(C(=NC2C(=C1C1=CC(=CC2=CC=CC=C12)O)F)OC[C@H]1N(CCC1)C)N=CN3C3CN(C3)C(C=C)=O